N1(CCC1)C1=CC(=C2C=CC=NC2=C1)C1(CC1)NC(C1=C(C=CC(=C1)OCC1N(CC1)C)C)=O N-(1-(7-(Azetidin-1-yl)quinolin-5-yl)cyclopropyl)-2-methyl-5-((1-methylazetidin-2-yl)methoxy)benzamide